(2,6-dichlorophenyl)-2-hydroxy-N-phenylacetamide ClC1=C(C(=CC=C1)Cl)C(C(=O)NC1=CC=CC=C1)O